BrC=1C=C(C=C(C1OC)F)C1(CCCCC1)O 1-(3-bromo-5-fluoro-4-methoxyphenyl)cyclohexan-1-ol